N=1C=NN2C1C=C(C=C2)C2=CNC=1N=C(N=CC12)NC1CC(C1)(C(=O)N(C)C)C (1s,3s)-3-((5-([1,2,4]triazolo[1,5-a]pyridin-7-yl)-7H-pyrrolo[2,3-d]pyrimidin-2-yl)amino)-N,N,1-trimethylcyclobutane-1-carboxamide